N-((R)-1-(4-(ethylsulfonyl)phenyl)-2-hydroxyethyl)benzamide C(C)S(=O)(=O)C1=CC=C(C=C1)[C@H](CO)NC(C1=CC=CC=C1)=O